((2R,3R,5R)-3-(7-(((1R,2S)-2-(3,4-difluorophenyl)cyclopropyl)amino)-5-(propylthio)-3H-[1,2,3]triazolo[4,5-d]pyrimidin-3-yl)tetrahydrofuran-2,5-diyl)dimethanol FC=1C=C(C=CC1F)[C@H]1[C@@H](C1)NC=1C2=C(N=C(N1)SCCC)N(N=N2)[C@H]2[C@@H](O[C@H](C2)CO)CO